CN1CC(C1)(C)[C@@](C=1C=C(C=NC1)C1CCC(CC1)(O)C)(C1=CC=C(C=C1)C(C)C)O 4-{5-[(R)-(1,3-dimethyl-azetidin-3-yl)-hydroxy-(4-isopropyl-phenyl)-methyl]-pyridin-3-yl}-1-methyl-cyclohexanol